C(#N)CC(=O)N(N(CCC)C1=CC=CC=C1)C 2-cyano-N-methyl-N'-phenyl-N'-propylacetohydrazide